C(#N)C1(CC1)CC=1C=C(C=CC1)C(C(=O)NNC)(CCCC(CS(=O)(=O)CCO)(C)C)C 2-(3-((1-cyanocyclopropyl)methyl)phenyl)-7-((2-hydroxyethyl)sulfonyl)-N',2,6,6-tetramethylheptanehydrazide